1-(3-((8-(5-methyl-1H-indazol-4-yl)isoquinolin-4-yl)amino)azetidin-1-yl)prop-2-en-1-one CC=1C(=C2C=NNC2=CC1)C=1C=CC=C2C(=CN=CC12)NC1CN(C1)C(C=C)=O